C(C)OC(=O)C1(CC(C1)OC(C)=O)N 3-(Acetyloxy)-1-aminocyclobutane-1-carboxylic acid ethyl ester